O=C1NC(CCC1N1C(N(C2=C1C=CC(=C2)C2CCN(CC2)CC2(CCN(CC2)C(=O)OC(C)(C)C)F)C)=O)=O tert-butyl 4-((4-(1-(2,6-dioxopiperidin-3-yl)-3-methyl-2-oxo-2,3-dihydro-1H-benzo[d]imidazol-5-yl) piperidin-1-yl)methyl)-4-fluoropiperidine-1-carboxylate